C(C(O)CC(=O)O)(=O)O.NC(C[SiH]1O[Si](O[Si](O[Si](O[SiH2]O1)(C(C(C(=O)O)O)C(=O)O)C)(C)C)(C)C)(C(N)(N)N)N pentaaminopropyl-pentamethyl-cyclopentasiloxanemalic acid (Malate)